ClC=1C(=C2C(N(CN(C2=CC1)C1=C(C=C(C=C1)OC(F)(F)F)C)C1=C(NC(C=C1)=O)C)=O)F 6-chloro-5-fluoro-1-(2-methyl-4-(trifluorometh-oxy)phenyl)-3-(2-methyl-6-oxo-1,6-dihydropyridin-3-yl)-2,3-dihydroquinazolin-4(1H)-one